N-[1-[5-bromo-2-[5-(2,2-difluoroethoxy)-2-pyridyl]-1,2,4-triazol-3-yl]ethyl]-3-(difluoromethyl)-5-(trifluoromethyl)benzamide BrC=1N=C(N(N1)C1=NC=C(C=C1)OCC(F)F)C(C)NC(C1=CC(=CC(=C1)C(F)(F)F)C(F)F)=O